NCC(=O)NC1=C(C(=C(C(=C1[2H])[2H])[2H])[2H])OC1=CC(=CC=C1)OC amino-N-[2-(3-methoxyphenoxy)-phenyl-3,4,5,6-d4]-acetamide